(2-methyl-4-(pyridazin-3-yloxy)phenyl)-4-oxo-4,5-dihydro-3H-1-thia-3,5,8-triazaacenaphthylene-2-carboxamide CC1=C(C=CC(=C1)OC=1N=NC=CC1)N1C2=C(SC=3N=CC=C(NC1=O)C32)C(=O)N